C(C=C)(=O)N1C[C@H]2C3=C(N(N=C3CC1)C1=C(C=C(C=C1)C1CC1)CO)CCN2C(=O)OC(C)(C)C |o1:6| tert-butyl (R or S)-7-acryloyl-2-(4-cyclopropyl-2-(hydroxymethyl)phenyl)-2,3,4,5a,6,7,8,9-octahydro-5H-1,2,5,7-tetraazabenzo[cd]azulene-5-carboxylate